NC1(COCC1)C#CC=1C=NC=CC1C1=C(C=2C(NCCC2N1)=O)NC1=C(C(=CC=C1)F)OC 2-{3-[2-(3-aminooxolan-3-yl)ethynyl]pyridin-4-yl}-3-[(3-fluoro-2-methoxyphenyl)amino]-1H,5H,6H,7H-pyrrolo[3,2-c]pyridin-4-one